CC(CCCCCCCCCCC)=NN 2-tridecanone hydrazone